1-(2-(benzyloxy)cyclopentyl)-5-(tert-butyl)-3-isothiocyanato-1H-pyrazole C(C1=CC=CC=C1)OC1C(CCC1)N1N=C(C=C1C(C)(C)C)N=C=S